Lactylcarnitine C(C(O)C)(=O)C(O)(C[N+](C)(C)C)CC([O-])=O